5-{2-[1-(4-fluorophenyl)ethylamino]-6-(pyrazin-2-ylamino)pyrimidin-4-yl}picolinamide FC1=CC=C(C=C1)C(C)NC1=NC(=CC(=N1)C=1C=CC(=NC1)C(=O)N)NC1=NC=CN=C1